C(#C)C1=CC=C(C=N1)CN1CCN(CC1)C1=CC=C(C=N1)C=1C=2N(C=C(C1)C=1C=NN(C1)C)N=CC2C#N 4-[6-[4-[(6-ethynyl-3-pyridinyl)methyl]piperazin-1-yl]-3-pyridinyl]-6-(1-methylpyrazol-4-yl)pyrazolo[1,5-a]pyridine-3-carbonitrile